(1R,5S)-3-(4-(1-methyl-1H-pyrazol-5-yl)-7-(3-methyl-1H-pyrazol-5-yl)imidazo[1,5-b]pyridazin-2-yl)-8-oxa-3-azabicyclo[3.2.1]octane CN1N=CC=C1C=1C=2N(N=C(C1)N1C[C@H]3CC[C@@H](C1)O3)C(=NC2)C2=CC(=NN2)C